FC(OC1=CC=C(C=C1)N1N=NC(=C1)C(=O)N)(F)F 1-(4-(trifluoromethoxy)phenyl)-1H-1,2,3-triazole-4-carboxamide